CC=1C(=NC=C(C1C)C)C1=CC=C(C=C1)CCCCCCCC(C)C 3,4,5-trimethyl-2-(4-(8-methylnonyl)phenyl)pyridine